CN(C(C1=CC=C(C=C1)COC1=C(C=C(C=C1)CN1C(C2=CC=CC=C2C1)=O)OC(F)(F)F)=O)C N,N-Dimethyl-4-((4-((1-oxoisoindolin-2-yl)methyl)-2-(trifluoromethoxy)phenoxy)-methyl)benzamide